NC1=CC=C(C=C1)N1C[C@H]2CC[C@@H](C1)N2C(=O)OC(C)(C)C tert-butyl (1R,5S)-3-(4-aminophenyl)-3,8-diazabicyclo[3.2.1]octan-8-carboxylate